C(C)(C)(C)OC(=O)N1[C@H]([C@H](CC1)NS(=O)(=O)CC)CC=1N=C(SC1)Br Cis-2-((2-bromo-1,3-thiazol-4-yl)methyl)-3-((ethylsulfonyl)amino)pyrrolidine-1-carboxylic acid tert-butyl ester